BrC1=NC=CC(=C1)OCC=1N=C2N(C=C(C=C2C#N)C2CC2)C1 2-(((2-bromopyridin-4-yl)oxy)methyl)-6-cyclopropylimidazo[1,2-a]pyridine-8-carbonitrile